BrC1=CC(=CC(=N1)C1(COCC1)O)C 3-(6-bromo-4-methyl-2-pyridinyl)tetrahydrofuran-3-ol